1-(4-((5-fluoropentyl)thio)-2,5-dimethoxyphenyl)propan-2-amine FCCCCCSC1=CC(=C(C=C1OC)CC(C)N)OC